3-Chlorobenzyl ((2S,3S)-3-(tert-butoxy)-1-(((S)-4-methyl-1-oxo-1-(((S)-1-oxo-3-((S)-2-oxopyrrolidin-3-yl)propan-2-yl)amino)pentan-2-yl)amino)-1-oxobutan-2-yl)carbamate C(C)(C)(C)O[C@H]([C@@H](C(=O)N[C@H](C(N[C@H](C=O)C[C@H]1C(NCC1)=O)=O)CC(C)C)NC(OCC1=CC(=CC=C1)Cl)=O)C